Diphenylmonodecylphosphit C1(=CC=CC=C1)C(CCCCCCCCCP([O-])([O-])[O-])C1=CC=CC=C1